7-chloro-1-(4,6-diisopropylpyrimidin-5-yl)-6-fluoro-4-hydroxy-2-oxo-1,2-dihydro-1,8-naphthyridine-3-carbonitrile ClC1=C(C=C2C(=C(C(N(C2=N1)C=1C(=NC=NC1C(C)C)C(C)C)=O)C#N)O)F